ClC=1C=C2C=C(C(OC2=CC1)=O)C(=O)NC1=C(C=C(C=C1)C)C 6-chloro-N-(2,4-dimethylphenyl)-2-oxo-2H-chromene-3-carboxamide